FC(C(OC(C(F)(F)F)(F)F)(F)F)(OC(C(F)(F)F)(F)F)F 1,1,2,2-tetrafluoro-1,2-bis(1,1,2,2,2-pentafluoroethoxy)ethane